N-(3-(11H-benzo[a]carbazol-11-yl)-2-bromophenyl)-N-phenylnaphthalen-1-amine C1=CC=CC=2C1=C1N(C3=CC=CC=C3C1=CC2)C=2C(=C(C=CC2)N(C2=CC=CC1=CC=CC=C21)C2=CC=CC=C2)Br